ClC1=C(C=C(OCC(=O)N[C@@H]2CC[C@H](CC2)CNC(C2=CN=C(C=C2)C)=O)C=C1)F trans-N-((4-(2-(4-chloro-3-fluorophenoxy)acetamido)cyclohexyl)methyl)-6-methylnicotinamide